tert-butyl 2-((2-hydroxyethyl) (methyl) carbamoyl)-7,8-dihydro-4H-pyrazolo[1,5-a][1,4]diazepine-5(6H)-carboxylate OCCN(C(=O)C1=NN2C(CN(CCC2)C(=O)OC(C)(C)C)=C1)C